dimyristoyl-trimethyl-ammonium sodium [Na+].C(CCCCCCCCCCCCC)(=O)C([NH+](C)C)C(CCCCCCCCCCCCC)=O